methan-d3-ol C(O)([2H])([2H])[2H]